8-methyl-7-(3-(1-methyl-1H-pyrazol-5-yl)-7,8-dihydro-1,6-naphthyridin-6(5H)-yl)-4H-pyrimido[1,2-b]pyridazin-4-one CC1=CC=2N(N=C1N1CC=3C=C(C=NC3CC1)C1=CC=NN1C)C(C=CN2)=O